FC(C=1C=C(C=CC1F)N1N=CC=C1C)F 1-[3-(difluoromethyl)-4-fluoro-phenyl]-5-methyl-pyrazol